3-((benzo[b]thiophene-2-carboxamido)methyl)-5-benzyl-4,5-dihydroisoxazole S1C2=C(C=C1C(=O)NCC1=NOC(C1)CC1=CC=CC=C1)C=CC=C2